sodium glutamate-disodium salt [Na+].[Na+].N[C@@H](CCC(=O)[O-])C(=O)[O-].[Na+]